3-[bis[2-(methacryloyloxy)ethyl](methyl)ammonio]propane-1-sulfonate C(C(=C)C)(=O)OCC[N+](CCCS(=O)(=O)[O-])(C)CCOC(C(=C)C)=O